tert-butyl 6-(4-((6-(trifluoromethyl)pyridin-3-yl)amino)pyrido[3,2-d]pyrimidin-6-yl)-1,6-diazaspiro[3.3]heptane-1-carboxylate FC(C1=CC=C(C=N1)NC=1C2=C(N=CN1)C=CC(=N2)N2CC1(CCN1C(=O)OC(C)(C)C)C2)(F)F